[C@H]12COC[C@@H]2C1NC(=O)C=1C=C(C2=C(C(CO2)C=2C=NC=CC2)C1)C(=O)NC (+/-)-N5-((1R,5S,6r)-3-oxabicyclo[3.1.0]hexan-6-yl)-N7-methyl-3-(pyridin-3-yl)-2,3-dihydrobenzofuran-5,7-dicarboxamide